C(C)(C)OC1=CC2=C(SC(=C2C)C(=O)N(C)OC)C=C1OC 5-isopropoxy-N,6-dimethoxy-N,3-dimethylbenzo[b]thiophene-2-carboxamide